N-(5-(2-((3R,5R)-3,5-dimethylmorpholino)acetamido)-2-methylpyridin-3-yl)-2-(1-methyl-1H-pyrazol-4-yl)-1H-pyrrolo[2,3-b]pyridine-5-carboxamide C[C@@H]1COC[C@H](N1CC(=O)NC=1C=C(C(=NC1)C)NC(=O)C=1C=C2C(=NC1)NC(=C2)C=2C=NN(C2)C)C